C(CCCCC)C(C(=O)OCCCCCCCNC1C(CCCC1)NCCCCCCCOC(C(CCCCCCCC)CCCCCC)=O)CCCCCCCC (cyclohexane-1,2-diylbis(azanediyl))bis(heptane-7,1-diyl) bis(2-hexyldecanoate)